5-methyl-3-(((1-(tetrahydro-2H-pyran-2-yl)-5-(trifluoromethyl)-1H-indazol-6-yl)oxy)methyl)isoxazole CC1=CC(=NO1)COC1=C(C=C2C=NN(C2=C1)C1OCCCC1)C(F)(F)F